4',5-dibromo-salicylanilide BrC1=CC=C(NC(C=2C(O)=CC=C(C2)Br)=O)C=C1